2-amino-1H-pyrrole NC=1NC=CC1